tert-Butyl 3-(((5-(3'-methyl-2'-oxo-2',3'-dihydrospiro[cyclobutane-1,1'-pyrrolo[2,3-c]quinolin]-8'-yl)-3-nitropyridin-2-yl)oxy)methyl)azetidine-1-carboxylate CN1C(C2(C3=C1C=NC=1C=CC(=CC31)C=3C=C(C(=NC3)OCC3CN(C3)C(=O)OC(C)(C)C)[N+](=O)[O-])CCC2)=O